7-chloropyrido[4,3-d]pyrimidin ClC1=CC=2N=CN=CC2C=N1